(E)-2-methyl-N-(4,4,4-trifluorobutan-2-ylidene)propane-2-sulfinamide CC(C)(C)S(=O)/N=C(\C)/CC(F)(F)F